N-[1-(carbamimidamidomethyl)cyclopropyl]-4-[[3-(2,3-difluoro-4-methoxyphenyl)imidazo[1,2-a]pyrazin-8-yl]amino]-2-ethylbenzamide N(C(=N)N)CC1(CC1)NC(C1=C(C=C(C=C1)NC=1C=2N(C=CN1)C(=CN2)C2=C(C(=C(C=C2)OC)F)F)CC)=O